ClC=1C2=C(N=C(N1)N1[C@@H](COCC1)C)N(CC2)S(=O)(=O)C (R)-4-(4-chloro-7-(methylsulfonyl)-6,7-dihydro-5H-pyrrolo[2,3-d]pyrimidin-2-yl)-3-methylmorpholine